(E)-N-(4-amino-2-fluorophenyl)but-2-enamide NC1=CC(=C(C=C1)NC(\C=C\C)=O)F